tris(acetylphenyl)sulfonium C(C)(=O)C1=C(C=CC=C1)[S+](C1=C(C=CC=C1)C(C)=O)C1=C(C=CC=C1)C(C)=O